C(C)OS(=O)(=O)C ethylmethylsulfonate